4-{2-[(2E)-3-(methoxycarbonyl)prop-2-enoyloxy]acetylamino}butanoic acid, sodium salt [Na+].COC(=O)/C=C/C(=O)OCC(=O)NCCCC(=O)[O-]